NCC[C@@H](C(=O)OC)O methyl (S)-4-amino-2-hydroxybutanoate